5-((4-(2,6-difluorophenyl)piperazin-1-yl)methyl)-2-(2,4-dioxotetrahydropyrimidine-1(2H)-yl)isoindoline-1,3-dione FC1=C(C(=CC=C1)F)N1CCN(CC1)CC=1C=C2C(N(C(C2=CC1)=O)N1C(NC(CC1)=O)=O)=O